[B].[B].CC(C)(CC(C)(O)C)O.CC(C)(CC(C)(O)C)O bis(2,4-dimethylpentane-2,4-diol) diboron